COC1=CC=C(C=C1)SSC1=CC=C(C=C1)OC 1-methoxy-4-[(4-methoxyphenyl)disulfanyl]benzene